(2S)-5-amino-6-[[(1S,3S)-3-methoxycarbonylcyclohexyl]amino]-2-methyl-3,4-dihydro-2H-quinoline-1-carboxylic acid methyl ester COC(=O)N1[C@H](CCC2=C(C(=CC=C12)N[C@@H]1C[C@H](CCC1)C(=O)OC)N)C